1-allyl-6,7-dichloro-3-((1-methylpiperidin-4-yl)methyl)-1,3,4,9-tetrahydro-[1,2,6]thiadiazino[4,3-g]indole 2,2-dioxide C(C=C)N1S(N(CC=2C=C(C=3C(=CNC3C21)Cl)Cl)CC2CCN(CC2)C)(=O)=O